2-(((2S,4S)-4-((2-((2-cyano-4-fluorophenoxy)methyl)pyrimidin-4-yl)oxy)-2-methylpiperidin-1-yl)methyl)-1-(((S)-oxetan-2-yl)methyl)-1H-benzo[d]imidazole-6-carboxylic acid C(#N)C1=C(OCC2=NC=CC(=N2)O[C@@H]2C[C@@H](N(CC2)CC2=NC3=C(N2C[C@H]2OCC2)C=C(C=C3)C(=O)O)C)C=CC(=C1)F